C1(=CC=CC=C1)C=1N(C(=C(N1)C1=CC=CC=C1)C(C)=O)C1=CC=C(C=C1)C 1-(2,4-diphenyl-1-(p-tolyl)-1H-imidazol-5-yl)ethan-1-one